2-(3-(2-(2-aminoethoxy)ethoxy)propanamido)-N-(6-cyclopropyl-5-methylpyridin-2-yl)benzamide NCCOCCOCCC(=O)NC1=C(C(=O)NC2=NC(=C(C=C2)C)C2CC2)C=CC=C1